6-Aminopurin NC1=C2NC=NC2=NC=N1